FC1=C(C(=CC(=C1)OC)F)[C@H]1[C@@H](C(NC1)=O)NC(=O)NC1=CC(=C(C=C1)C)F |o1:10,11| (-)-1-[(3S*,4R*)-4-(2,6-difluoro-4-methoxyphenyl)-2-oxopyrrolidin-3-yl]-3-(3-fluoro-4-methylphenyl)urea